C1(CCCCC1)N([C@@H](C)C(=O)OCC(CCCCCCCC)CCCCCCCCCC)P(=O)(OC1=CC=C(C=C1)[N+](=O)[O-])N[C@H](C(=O)OC1CCCCC1)C 2-decyl-decanol cyclohexyl-((((S)-1-cyclohexyloxy-1-oxopropan-2-yl)amino)(4-nitrophenoxy)phosphoryl)-L-alaninate